(S)-5-(4-methyl-4H-1,2,4-triazol-3-yl)-6-(3-(4-((3-methylpiperidin-1-yl)methyl)-2-oxobenzo[cd]indol-1(2H)-yl)phenyl)nicotinonitrile formate C(=O)O.CN1C(=NN=C1)C=1C(=NC=C(C#N)C1)C1=CC(=CC=C1)N1C(C2=C3C(C=CC=C13)=CC(=C2)CN2C[C@H](CCC2)C)=O